COC1=C(C=CC(=C1)\C=C/C)O (Z)-2-methoxy-4-(1-propenyl)-phenol